OCC1(CCOCC1)NC(=O)C=1C=2C[C@@H]3[C@H](C2N(N1)C1=C(C=CC=C1)F)C3 (1aR,5aR)-2-(2-Fluorophenyl)-1a,2,5,5a-tetrahydro-1H-2,3-diaza-cyclopropa[a]pentalene-4-carboxylic acid (4-hydroxymethyl-tetrahydro-pyran-4-yl)-amide